4-((5-(4-hydroxy-piperidin-1-yl)pyridin-2-yl)amino)-2-(2-methyl-4-(oxazol-2-yl)phenyl)-1,6-naphthyridin-5(6H)-one OC1CCN(CC1)C=1C=CC(=NC1)NC1=CC(=NC=2C=CNC(C12)=O)C1=C(C=C(C=C1)C=1OC=CN1)C